ClC=1C=C2C(=CC1)C(N(CC21CC1)CC(=O)NC1=NC=C(C=N1)F)=O 2-(6-chloro-1-oxospiro[3H-isoquinoline-4,1'-cyclopropane]-2-yl)-N-(5-fluoropyrimidin-2-yl)acetamide